C(C)N(CC)CCN(CCOC(OC(CCCCCCCCC(=O)OCC(CCCCC)CCCCC)CCCCCC)=O)CCOC(CCCCCCC)=O 2-Pentylheptyl 3-ethyl-12-hexyl-6-(2-(octanoyloxy)ethyl)-10-oxo-9,11-dioxa-3,6-diazahenicosan-21-oate